FC1CC(C1)(CC1=NN=CN1C)C=1C=C(C=CC1)N1C(C2=CC=CC(=C2C1)C(F)(F)F)=O 2-(3-((1r,3s)-3-fluoro-1-((4-methyl-4H-1,2,4-triazol-3-yl)methyl)cyclobutyl)phenyl)-4-(trifluoromethyl)isoindolin-1-one